CC1=C(C=NC(=C1)C(F)(F)F)CC1NCCNC1 4-methyl-3-(piperazin-2-ylmethyl)-6-(trifluoromethyl)pyridin